[1-(propan-2-yl)-1H-pyrazol-5-yl]boronic acid CC(C)N1N=CC=C1B(O)O